4-(1,2-epoxyethyl)1,2-epoxycyclohexane C1(CO1)C1CC2C(CC1)O2